[Pt+2].C(C)[Si](C(C(=O)CC)C(C)=O)(OC)OC.C(C)[Si](C(C(=O)CC)C(C)=O)(OC)OC bis[2-(ethyldimethoxysilyl)1-ethyl-1,3-butanedione] platinum (II)